3-((4-methylpiperazin-1-yl)methyl)aniline CN1CCN(CC1)CC=1C=C(N)C=CC1